C(C1=CC=CC=C1)ON1CCCCC1 (2S,5R)-benzyloxypiperidine